ClC1=CC=2N(C(=N1)O)C=C(N2)C(F)(F)F 7-chloro-2-(trifluoromethyl)imidazo[1,2-c]pyrimidin-5-ol